ClC1=C(C=C(C=2C3=C(NC12)CCNC(C3C)=O)OCCO)Cl 7,8-Dichloro-10-(2-hydroxyethoxy)-1-methyl-3,4,5,6-tetrahydroazepino[4,5-b]indol-2(1H)-one